[(1R)-3-[tert-butyl(dimethyl)silyl]oxy-1-methyl-propyl]-4-methylbenzenesulfonate [Si](C)(C)(C(C)(C)C)OCC[C@@H](C)OS(=O)(=O)C1=CC=C(C=C1)C